5-((2-(1-isopropyl-1H-pyrazol-5-yl)pyridin-3-yl)methoxy)-2-methoxyisonicotinaldehyde C(C)(C)N1N=CC=C1C1=NC=CC=C1COC1=CN=C(C=C1C=O)OC